5-(4-Dibenzofuranyl-2-naphthalenylamino)-2-[4-(4-dibenzofuranyl-2-naphthalenylamino)-1-naphthalenyl]phenol C1(=CC=CC=2OC3=C(C21)C=CC=C3)C3=CC(=CC2=CC=CC=C32)NC=3C=CC(=C(C3)O)C3=CC=C(C2=CC=CC=C32)NC3=CC2=CC=CC=C2C(=C3)C3=CC=CC=2OC1=C(C23)C=CC=C1